C=1N=CN2C1C1=CC=CC=C1[C@H]2C2C(C=1N(CC2)C=NN1)O 7-((R)-5H-imidazo[5,1-a]isoindol-5-yl)-5,6,7,8-tetrahydro-[1,2,4]triazolo[4,3-a]pyridin-8-ol